(3S,4aS,8aS)-2-{(R)-2-hydroxy-3-[(S)-1-(4-chlorophenyl)-2-hydroxyethylamino]propyl}decahydroisoquinoline-3-carboxamide O[C@@H](CN1C[C@H]2CCCC[C@H]2C[C@H]1C(=O)N)CN[C@H](CO)C1=CC=C(C=C1)Cl